BrC1=CC(=C(C=C1C)C(CO)(C)C)Cl 2-(4-bromo-2-chloro-5-methyl-phenyl)-2-methyl-propan-1-ol